OB1OC(C2=C1C=CC=C2)N 1-hydroxy-3H-2,1-benzoxaborole-amine